5-{[(2,2-dimethylpropionyl)amino]methyl}-N-[1-(6-methylpyridin-3-yl)-1H-indazol-4-yl]-2-(trifluoromethyl)benzamide hydrochloride Cl.CC(C(=O)NCC=1C=CC(=C(C(=O)NC2=C3C=NN(C3=CC=C2)C=2C=NC(=CC2)C)C1)C(F)(F)F)(C)C